ClC1=C(C=CC(=C1)NC1CN(C1)C)[C@H]1COCCCN1C1=NC(=NC(=C1)C)N 4-[(3S)-3-[2-chloro-4-[(1-methylazetidin-3-yl)amino]phenyl]-1,4-oxazepan-4-yl]-6-methyl-pyrimidin-2-amine